4-(6-(2-hydroxyethyl)pyridin-3-yl)-10,10-dimethyl-9-oxo-1-oxa-4-azaspiro[5.5]undecane-8-carbonitrile OCCC1=CC=C(C=N1)N1CCOC2(C1)CC(C(C(C2)(C)C)=O)C#N